C1(CCCC1)N1C(C2(C3=C1N=C(N=C3)NC3CCN(CC3)C(=O)OC(C)(C)C)CC2)=O tert-Butyl 4-((7'-cyclopentyl-6'-oxo-6',7'-dihydrospiro[cyclopropane-1,5'-pyrrolo[2,3-d]pyrimidin]-2'-yl)amino)piperidine-1-carboxylate